(((4-methoxybenzyl)oxy)methyl)-5-oxo-11-(quinolin-3-yl)-1,2,4a,5,6,7-hexahydro-8-oxa-3,5a,9,13c-tetraazanaphtho[3,2,1-de]Anthracene-3(4H)-carboxylate COC1=CC=C(COCOC(=O)N2CC3C(N4CCOC=5N=C6C=C(C=CC6=C(C45)N3CC2)C=2C=NC3=CC=CC=C3C2)=O)C=C1